4-(2,5-dioxotetrahydrofuran-3-yl)-1,2,3,4-tetrahydronaphthalene-1,2-dicarboxylic anhydride O=C1OC(CC1C1CC2C(C3=CC=CC=C13)C(=O)OC2=O)=O